C(N)(=O)C1=CN(C2=CC=CC=C12)C1=NC(=NC=C1F)NC=1C=C(C=CC1)N1CCN(CC1)C(=O)Cl 4-{3-[4-(3-carbamoyl-indol-1-yl)-5-fluoro-pyrimidin-2-ylamino]-phenyl}-piperazine-1-carbonyl chloride